bis(dimethylamino)disilazane CN(C)[SiH](N[SiH3])N(C)C